C(C)C(CC(=O)N[C@H](C(=O)O)CCN(CCCCC1=NC=2NCCCC2C=C1)CCOC1=CC(=CC=C1)OC)CC (S)-2-(3-ethylpentanamido)-4-((2-(3-methoxyphenoxy)ethyl)(4-(5,6,7,8-tetrahydro-1,8-naphthyridin-2-yl)butyl)amino)butanoic acid